CC1([C@H](C1)C(=O)N1CC2(C1)CNC[C@H]2C(=O)OC(C)(C)C)C tert-Butyl (S)-2-((S)-2,2-dimethylcyclopropane-1-carbonyl)-2,6-diazaspiro[3.4]octane-8-carboxylate